ClC1=CC=C(C=C1)C=1N=C(C=2N(C1)C(NC2)=O)C=2C=NN(C2)C 6-(4-Chlorophenyl)-8-(1-methyl-1H-pyrazol-4-yl)imidazo[1,5-a]pyrazin-3(2H)-one